BrC1=NN=C(S1)C(=O)NCC1=CC(=CC=C1)OC(F)(F)F 5-bromo-N-(3-(trifluoromethoxy)benzyl)-1,3,4-thiadiazole-2-carboxamide